FC(OC1=CC2=C(N=C(O2)C=2C(=C(C=CC2)C2=C(C(=CC=C2)C=2OC3=C(N2)C=C(C=C3C(F)(F)F)CN3CC(C(C3)C)C)C)C)C=C1CN1[C@@H](CCC1)C(=O)O)F ((6-(difluoromethoxy)-2-(3'-(5-((3,4-dimethylpyrrolidin-1-yl)methyl)-7-(trifluoromethyl)benzo[d]oxazol-2-yl)-2,2'-dimethyl-[1,1'-biphenyl]-3-yl)benzo[d]oxazol-5-yl)methyl)-L-proline